NC=1SC2=C(N1)C(=CC=C2F)C2=C(C=C1C(=NC(=NC1=C2F)OCC=2N(C[C@@H](C2)O)C)N2CCN(CC2)C(C=C)=O)Cl 1-(4-(7-(2-amino-7-fluorobenzo[d]thiazol-4-yl)-6-chloro-8-fluoro-2-(((2S,4R)-4-hydroxy-1-methylpyrrolin-2-yl)methoxy)quinazolin-4-yl)piperazin-1-yl)prop-2-en-1-one